((1S,3S)-2-(tert-butoxycarbonyl)-3-butyl-6-methoxy-1,2,3,4-tetrahydroisoquinolin-1-yl)benzoic acid C(C)(C)(C)OC(=O)N1[C@@H](C2=CC=C(C=C2C[C@@H]1CCCC)OC)C1=C(C(=O)O)C=CC=C1